The molecule is an (R)-3-hydroxyacyl-CoA(4-) obtained by deprotonation of the phosphate and diphosphate OH groups of (3R,8Z,11Z,14Z,17Z,20Z,23Z)-hydroxyhexacosahexaenoyl-CoA; major species at pH 7.3. It is a conjugate base of a (3R,8Z,11Z,14Z,17Z,20Z,23Z)-hydroxyhexacosahexaenoyl-CoA. CC/C=C\\C/C=C\\C/C=C\\C/C=C\\C/C=C\\C/C=C\\CCCC[C@H](CC(=O)SCCNC(=O)CCNC(=O)[C@@H](C(C)(C)COP(=O)([O-])OP(=O)([O-])OC[C@@H]1[C@H]([C@H]([C@@H](O1)N2C=NC3=C(N=CN=C32)N)O)OP(=O)([O-])[O-])O)O